N6-Benzoyl-2'-deoxyadenosine C(C1=CC=CC=C1)(=O)NC=1C=2N=CN([C@H]3C[C@H](O)[C@@H](CO)O3)C2N=CN1